Br.BrCC=1C=NC=CC1 3-(bromomethyl)pyridin hydrobromide